3-(2-bromo-7-fluoroimidazo[1,2-b]pyridazin-8-yl)-3,8-diazabicyclo[3.2.1]octane-8-carboxylic acid tert-butyl ester C(C)(C)(C)OC(=O)N1C2CN(CC1CC2)C=2C=1N(N=CC2F)C=C(N1)Br